C1(CC(=O)OC(C2=CC3=C(C=C(O3)C3=CC=C(C=C3)N(C3=CC=CC=C3)C3=CC=CC=C3)C=C2)O1)=O 2-((2-(4-(diphenylamino) phenyl) benzofuran-6-yl) methylene) malonate